12-iodo-4,6,8,10-tetramethyltridecylheptoxymethyl ether IC(CC(CC(CC(CC(CCCC(OCCCCCCC)OC(CCCC(CC(CC(CC(CC(C)I)C)C)C)C)OCCCCCCC)C)C)C)C)C